C1(=CC=CC=C1)C=1C(OC2=CC(=CC=C2C1)C=1NC=CC1)=O 3-phenyl-7-(azol-2-yl)coumarin